NC1=NC(=C(C=2N1N=C(N2)CC2=NC=CC=C2F)C=2C=CC(N(C2)C)=O)N2N=CC=C2 5-[5-amino-2-[(3-fluoropyridin-2-yl)methyl]-7-(1H-pyrazol-1-yl)-[1,2,4]triazolo[1,5-c]pyrimidin-8-yl]-1-methyl-1,2-dihydropyridin-2-one